FC(C(=O)N1CCNCC1)(C)C 1-(2-fluoro-2-methylpropionyl)piperazine